P(=O)(O)(O)OC[C@@H]1[C@H]([C@H]([C@@H](O1)N1C=[N+](C=2C(=O)NC(N)=NC12)C)O)O 7-methylguanosine-5'-phosphate